(2R,4R)-6-chloro-N-{(1RS,2SR,4RS,5SR)-5-[2-(4-chloro-3-fluorophenoxy)acetamido]bicyclo[2.2.1]heptan-2-yl}-4-hydroxy-3,4-dihydro-2H-1-benzopyran-2-carboxamide ClC=1C=CC2=C([C@@H](C[C@@H](O2)C(=O)N[C@@H]2[C@H]3C[C@@H]([C@@H](C2)C3)NC(COC3=CC(=C(C=C3)Cl)F)=O)O)C1 |&1:13,14,16,17|